3-chloro-8-(4-fluorophenyl)-5H-pyrido[3,4-e]pyrrolo[1,2-a][1,4]diazepine ClC1=CC2=C(N=CC=3N(C2)C=C(C3)C3=CC=C(C=C3)F)C=N1